CC1=C(C=CC(=C1)C=1NC(C2=C(N1)CCSC2)=O)C(C)(C)OCCNC(OC)=O methyl (2-((2-(2-methyl-4-(4-oxo-3,5,7,8-tetrahydro-4H-thiopyrano[4,3-d]pyrimidin-2-yl)phenyl)propan-2-yl)oxy)ethyl)carbamate